C(C)OC1=C(C=C(C(=O)O)C=C1)C(=O)OC 4-ethoxy-3-(methoxycarbonyl)benzoic acid